C(C1=CC=CC=C1)C1C(C(OC1)=O)O (-)-4-Benzyl-3-hydroxydihydrofuran-2(3H)-one